triethylethanolAmine CCC(C(CC)(CC)O)N